2-[3-(2-methoxy-2-methylpropyloxy)pyridin-4-yl]-4-oxo-1H,5H,7H-pyrrolo[2,3-c]Pyridine-6-carboxylic acid tert-butyl ester C(C)(C)(C)OC(=O)N1CC2=C(C(C1)=O)C=C(N2)C2=C(C=NC=C2)OCC(C)(C)OC